C1=CSC=2C=NC=3C=NC=CC3C21 Thieno[2,3-c][1,7]Naphthyridine